ClC1=CC=C(C=C1)NC(=N)N1CC(C=2C3=C(C=CC12)C=CC=C3)C N-(4-Chlorophenyl)-1-methyl-1,2-dihydro-3H-benzo[e]indole-3-carboximidamide